1-(4-methoxyphenyl)-6-methyl-4-oxo-N-(2-oxo-2,3,4,5-tetrahydro-1H-benzo[b]azepin-3-yl)-1,4-dihydropyridazine-3-carboxamide COC1=CC=C(C=C1)N1N=C(C(C=C1C)=O)C(=O)NC1CCC2=C(NC1=O)C=CC=C2